O1C(COC2=C1C=CC=C2)C2=CC=C(CN1CCS(CC1)(=O)=O)C=C2 4-[4-(2,3-dihydro-1,4-benzodioxin-2-yl)benzyl]thiomorpholine 1,1-dioxide